4-(4-(3-Isopropyl-2-(8-methoxy-[1,2,4]triazolo[1,5-a]pyridin-6-yl)-1H-indol-5-yl)cyclohexyl)-2,6-dimethylmorpholin C(C)(C)C1=C(NC2=CC=C(C=C12)C1CCC(CC1)N1CC(OC(C1)C)C)C=1C=C(C=2N(C1)N=CN2)OC